3-(1-(3-chlorobenzyl)-1H-pyrazol-4-yl)-7,8-dimethoxy-2-(trifluoromethyl)-4H-chromen-4-one ClC=1C=C(CN2N=CC(=C2)C2=C(OC3=C(C(=CC=C3C2=O)OC)OC)C(F)(F)F)C=CC1